1-[(2R,3S,4R,5R)-4-[(tert-butyldimethylsilyl)oxy]-5-{[(tert-butyldimethylsilyl)oxy]methyl}-5-(chloromethyl)-3-fluorooxolan-2-yl]-3H-pyrimidine [Si](C)(C)(C(C)(C)C)O[C@H]1[C@@H]([C@@H](O[C@]1(CCl)CO[Si](C)(C)C(C)(C)C)N1CNCC=C1)F